C(C)(C)(C)OC(=O)N1C[C@@H]([C@@H](CC1)NC1=CC=CC2=C1N=C(O2)C#CCN(C2=C(C=C(C=C2)S(=O)(=O)C)OC)C(=O)OC(C)(C)C)F (3S,4R)-4-((2-(3-((tert-butoxycarbonyl)(2-methoxy-4-(methylsulfonyl)phenyl)amino)prop-1-yn-1-yl)benzo[d]oxazol-4-yl)amino)-3-fluoropiperidine-1-carboxylic acid tert-butyl ester